C(C)OC1=C(C=CC(=C1)OCC)C1=NC(=CC(=C1)C1=CC=C(C=C1)C1=CC=C(C=C1)N(C1=CC=C(C=C1)OC)C1=CC=C(C=C1)OC)C1=C(C=C(C=C1)OCC)OCC 2,6-bis(2,4-diethyloxyphenyl)-4-(4'-bis(4-methyloxyphenyl)aminobiphenyl-4-yl)pyridine